CN(C)CC1=NC=CC(=C1)N(CC1=CC(=CC=C1)N1CCCC1)CC1=CC(=CC=C1)OC 2-((dimethylamino)methyl)-N-(3-methoxybenzyl)-N-(3-(pyrrolidin-1-yl)benzyl)pyridin-4-amine